5-Fluoro-indole-3-carboxylic acid [6-(1-methyl-piperidine-4-carbonyl)-pyridin-2-yl]-amide CN1CCC(CC1)C(=O)C1=CC=CC(=N1)NC(=O)C1=CNC2=CC=C(C=C12)F